2-({2-[4-(2-hydroxyethoxy)pyridin-2-yl]-5H,6H,7H-cyclopenta[d]pyrimidin-4-yl}(methyl)amino)-N-(oxolan-3-yl)acetamide OCCOC1=CC(=NC=C1)C=1N=C(C2=C(N1)CCC2)N(CC(=O)NC2COCC2)C